CCCCC(CCCC)=O Nonan-5-one